2-((2-methylpyrimidin-5-yl)oxy)acetic acid CC1=NC=C(C=N1)OCC(=O)O